N1C(NCC2CCCCC12)=S octahydroquinazoline-2(1H)-thione